C1(CC1)NC(C1=CC(=C(C=C1)C)C=1C=NC(=C(C1)C=1N(C(=CN1)C)C)NC(CO)(C)C)=O N-cyclopropyl-3-(5-(1,5-dimethyl-1H-imidazol-2-yl)-6-((1-hydroxy-2-methylpropan-2-yl)amino)pyridin-3-yl)-4-methylbenzamide